C(C)(=O)N[C@@H](C(C)(C)C)C(=O)O acetyl-tert-leucine